C(C)OC(\C=C\C(=O)OCC)=O fumaric diethyl ester